(13S)-9-(2-chlorophenyl)-3-methyl-16-thia-2,4,5,8-tetraazatetracyclo[8.6.0.02,6.011,15]-hexadeca-1(10),3,5,8,11(15)-pentaene-13-carboxylic acid ClC1=C(C=CC=C1)C1=NCC2=NN=C(N2C=2SC=3C[C@H](CC3C12)C(=O)O)C